FC=1C(=NC=C(C1)F)CC(CC(C(F)F)=O)=O 5-(3,5-difluoro-2-pyridyl)-1,1-difluoro-pentane-2,4-dione